2'-(5-Fluoro-2-((5-(methylsulfonyl)-5-azaspiro[2.5]octan-8-yl)amino)pyrimidin-4-yl)-3',5'-dimethyl-2,3,5,6-tetrahydrospiro[pyran-4,6'-thieno[2,3-c]pyrrol]-4'(5'H)-one FC=1C(=NC(=NC1)NC1CCN(CC12CC2)S(=O)(=O)C)C2=C(C1=C(C3(N(C1=O)C)CCOCC3)S2)C